N-tert.-Butyl-4-[(2-hydroxyphenyl)carbamoylamino]pyridin C(C)(C)(C)N1CC=C(C=C1)NC(NC1=C(C=CC=C1)O)=O